ClC1=CC=C(C=N1)C[C@H]1C(N([C@H]2C[C@@H]12)C1=CC(=NN1)C1=CN=NC=C1C(F)(F)F)=O (1S,4R,5S)-4-((6-chloropyridin-3-yl)methyl)-2-(3-(5-(trifluoromethyl)pyridazin-4-yl)-1H-pyrazol-5-yl)-2-azabicyclo[3.1.0]hexan-3-one